1-(4-((2-(3-((4-(ethylsulfonyl)-2-methoxyphenyl)amino)prop-1-yn-1-yl)-1-(2,2,2-trifluoroethyl)-1H-indol-4-yl)amino)piperidin-1-yl)-3-methoxypropan-2-ol C(C)S(=O)(=O)C1=CC(=C(C=C1)NCC#CC=1N(C2=CC=CC(=C2C1)NC1CCN(CC1)CC(COC)O)CC(F)(F)F)OC